BrC=1C=C2N(N=CC(=C2Cl)C#N)C1 6-bromo-4-chloropyrrolo[1,2-b]pyridazine-3-carbonitrile